Benzyloxysulfonamide C(C1=CC=CC=C1)OS(=O)(=O)N